[6-(2-{5-[(7R)-7-amino-2-azabicyclo[2.2.1]heptane-2-carbonyl]-7-methoxy-1-methyl-1H-1,3-benzodiazol-2-yl}-1-(cyclopropylmethyl)-1H-pyrrolo[2,3-b]pyridin-6-yl)pyridin-3-yl]methanol N[C@H]1C2N(CC1CC2)C(=O)C2=CC1=C(N(C(=N1)C1=CC=3C(=NC(=CC3)C3=CC=C(C=N3)CO)N1CC1CC1)C)C(=C2)OC